N-(6-chloro-3-methylpyridin-2-yl)-2-azabicyclo[3.1.0]hexane-3-carboxamide ClC1=CC=C(C(=N1)NC(=O)C1NC2CC2C1)C